FC1([C@@H]([C@H](CCC1)OC1CN(C1)C(C)C)N)F (1R,6S)-2,2-difluoro-6-{[1-(propan-2-yl)azetidin-3-yl]oxy}cyclohexan-1-amine